C(C1=CC=CC=C1)OC1CC(C1)(O[Si](C)(C)C(C)(C)C)C [3-(benzyloxy)-1-methylcyclobutoxy](tert-butyl)dimethylsilane